calcium oxide, potassium salt [K+].[O-2].[Ca+2]